(2R,3R,4R,5S)-2-methyl-1-(((R)-1-(2-(trifluoromethyl)pyridin-3-yl)pyrrolidin-3-yl)methyl)piperidine-3,4,5-triol C[C@H]1N(C[C@@H]([C@H]([C@@H]1O)O)O)C[C@@H]1CN(CC1)C=1C(=NC=CC1)C(F)(F)F